6-Chloro-4-((7-methoxy-1-(1,1,1-trifluoropropan-2-yl)-1H-pyrazolo[4,3-c]pyridin-6-yl)amino)-N-(methyl-d3)nicotinamide ClC1=NC=C(C(=O)NC([2H])([2H])[2H])C(=C1)NC1=C(C2=C(C=N1)C=NN2C(C(F)(F)F)C)OC